8'-(2,6-dioxopiperidin-3-yl)-3',4'-dihydro-7'H-spiro[azetidine-3,2'-pyrano[2,3-e]isoindole] O=C1NC(CCC1N1CC2=CC=C3C(=C2C1)OC1(CC3)CNC1)=O